5-Chloro-2-ethyl-4-methylpyridine ClC=1C(=CC(=NC1)CC)C